1-[6-chloro-4-[2-methoxy-3-(1-methyl-1,2,4-triazol-3-yl)anilino]-3-pyridyl]propan-1-one ClC1=CC(=C(C=N1)C(CC)=O)NC1=C(C(=CC=C1)C1=NN(C=N1)C)OC